COC=1C=C(C=CC1OC)C=CC(=O)O 3,4-dimethoxybenzeneacrylic acid